(R)-(1-(5-((6-fluoro-2-methyl-2H-indazol-5-yl)carbamoyl)pyrazin-2-yl)pyrrolidin-3-yl)(methyl)carbamic acid tert-butyl ester C(C)(C)(C)OC(N(C)[C@H]1CN(CC1)C1=NC=C(N=C1)C(NC1=CC2=CN(N=C2C=C1F)C)=O)=O